C(C)C1=C(C=CC=C1)OC1=CC=CC=C1 (ethylphenyl)-phenyl ether